C1(=CC=C(C=C1)OC1=CC=C(N)C=C1)C1=CC=CC=C1 4-([1,1'-Biphenyl]-4-yloxy)-aniline